3-mercaptohexene SC(C=C)CCC